[N+](=O)([O-])C1=C(C=CC=C1)NC(=O)N1[C@@H](CCC1)C=1SC=C(N1)C1=CC=C(C=C1)F (S)-N-(2-nitrophenyl)-2-(4-(4-fluorophenyl)-thiazol-2-yl)pyrrolidine-1-carboxamide